methylbenzimidazol CC=1NC2=C(N1)C=CC=C2